(Z)-2,3-bis(phenoxycarbonylamino)but-2-enedioic acid O(C1=CC=CC=C1)C(=O)N\C(\C(=O)O)=C(\C(=O)O)/NC(=O)OC1=CC=CC=C1